ClC1=CC=C(N=N1)NC1=CC2=C(N(C=N2)C2=CC=C(C(=N2)N2N=C(C=C2C)C(F)F)C(C)O)C=C1F 1-[6-[5-[(6-chloropyridazin-3-yl)amino]-6-fluoro-benzimidazol-1-yl]-2-[3-(difluoromethyl)-5-methyl-pyrazol-1-yl]-3-pyridyl]ethanol